CN(C1CN(CC1)C1=NC=2N(C(=C1)C1=CC=C(C#N)C=C1)N=CN2)C 4-{5-[3-(dimethylamino)pyrrolidin-1-yl]-[1,2,4]triazolo[1,5-a]pyrimidin-7-yl}benzonitrile